4-(4-aminophenoxy)-N-(tetrahydro-2H-pyran-4-yl)-1H-pyrrolo[2,3-b]pyridine-2-carboxamide NC1=CC=C(OC2=C3C(=NC=C2)NC(=C3)C(=O)NC3CCOCC3)C=C1